d-9-((bicyclo[2.2.1]hept-5-en-2-ylmethyl)amino)-9-oxononanoic acid C12C(CC(C=C1)C2)CNC(CCCCCCCC(=O)O)=O